2-(2-(3-(Aminomethyl)-3-fluoropyrrolidin-1-yl)-6-fluoro-1H-benzo[d]imidazol-1-yl)-N-methyl-N-(2,2,2-trifluoroethyl)acetamid NCC1(CN(CC1)C1=NC2=C(N1CC(=O)N(CC(F)(F)F)C)C=C(C=C2)F)F